C(C1=CC=CC=C1)C=1NC(=NN1)C(=O)NC1C(N(C=2N(CC1)N=CC2)C)=O 5-Benzyl-N-(4-methyl-5-oxo-5,6,7,8-tetrahydro-4H-pyrazolo[1,5-a][1,3]diazepin-6-yl)-4H-1,2,4-triazol-3-carboxamid